dimethyldithiol Sodium carbamate C(N)([O-])=O.[Na+].CC1=CC(SS1)C